1-(6-amino-4-meth-ylpyridin-3-yl)-7-(5,7-dihydro-6H-pyrrolo[3,4-b]pyridin-6-yl)-6-ethoxy-4-oxo-1,4-dihydro-quinoline-3-carboxylic acid NC1=CC(=C(C=N1)N1C=C(C(C2=CC(=C(C=C12)N1CC2=NC=CC=C2C1)OCC)=O)C(=O)O)C